C(C)OC=1C=C(C#N)C=CC1CO 3-ethoxy-4-(hydroxymethyl)benzonitrile